N-((1r,4r)-4-(3-chloro-4-cyanophenoxy)cyclohexyl)-6-(4-(hydroxymethyl)-piperidin-1-yl)pyridazine-3-carboxamide ClC=1C=C(OC2CCC(CC2)NC(=O)C=2N=NC(=CC2)N2CCC(CC2)CO)C=CC1C#N